CC1=C(C=C(C=C1)NC(=O)N(C)C)NC(=O)N(C)C r-(4-methyl-1,3-phenylene)bis(3,3-dimethylurea)